C(CCC)N(CC(=O)N)CC=O 2-[BUTYL(2-OXOETHYL)AMINO]ACETAMIDE